6-[4-(3-methylpyrrolidine-3-carbonyl)piperazin-1-yl]pyridine-3-carbonitrile CC1(CNCC1)C(=O)N1CCN(CC1)C1=CC=C(C=N1)C#N